ClC1=C(CN(NC(C)=O)C=2C=NC=CC2)C(=CC=C1)Cl N'-(2,6-dichlorobenzyl)-N'-(pyridin-3-yl)acetohydrazide